(E)-2-Chloro-6-(2-(3-methylbenzylidene)hydrazinyl)-9-(pyridin-3-yl)-9H-purine ClC1=NC(=C2N=CN(C2=N1)C=1C=NC=CC1)N/N=C/C1=CC(=CC=C1)C